(R)-1-(1-acryloylpyrrolidin-3-yl)-3-(4-(benzyloxy)phenyl)-1H-imidazo[4,5-c]pyridin-2(3H)-one C(C=C)(=O)N1C[C@@H](CC1)N1C(N(C=2C=NC=CC21)C2=CC=C(C=C2)OCC2=CC=CC=C2)=O